5-chloro-N-((3R,4S)-3-fluoro-1-(methylsulfonyl)piperidin-4-yl)-4-methoxypyrrolo[2,1-f][1,2,4]triazin-2-amine ClC=1C=CN2N=C(N=C(C21)OC)N[C@@H]2[C@@H](CN(CC2)S(=O)(=O)C)F